tert-butyl (1R,5S)-3-(7-chloro-5-methyl-2-(methylthio) pyrido[4,3-d]pyrimidin-4-yl)-3,8-diazabicyclo[3.2.1]octane-8-carboxylate ClC1=CC=2N=C(N=C(C2C(=N1)C)N1C[C@H]2CC[C@@H](C1)N2C(=O)OC(C)(C)C)SC